BrC1=CC=C(C=C1)S[C@@H]1C[C@H](N(C1)C(=O)C1(CC1)C(F)(F)F)C(=O)NC1(CC1)C#N (2S,4R)-4-(4-bromophenylthio)-N-(1-cyanocyclopropyl)-1-(1-(trifluoromethyl)cyclopropanecarbonyl)pyrrolidine-2-carboxamide